C(C)N1CC2=CC(=C(C=C2CC1)OC)NC=1N=NC(=C(N1)NC=1C=C(C=CC1)C)C(=O)N ((2-ethyl-6-methoxy-1,2,3,4-tetrahydroisoquinolin-7-yl)amino)-5-(m-toluylamino)-1,2,4-triazine-6-carboxamide